7-chloro-8-iodo-5-(methylsulfonyl)imidazo[1,2-c]pyrimidine ClC1=C(C=2N(C(=N1)S(=O)(=O)C)C=CN2)I